CC1CC=2C(=C3C=CC=CC3=CC2)C1=C1C2=CC=CC=C2SC=2C=C(C=CC12)NCCN N1-(9-(2-methyl-2,3-dihydro-1H-cyclopenta[a]naphthalen-1-ylidene)-9H-thioxanthen-3-yl)ethane-1,2-diamine